tert-butyl 6-[3-carbamothioyl-4-(4-fluoro-2-methoxy-phenyl)-6,7-dihydro-5H-cyclopenta[c]pyridin-1-yl]-3,4-dihydro-1H-isoquinoline-2-carboxylate C(N)(=S)C1=C(C2=C(C(=N1)C=1C=C3CCN(CC3=CC1)C(=O)OC(C)(C)C)CCC2)C2=C(C=C(C=C2)F)OC